C(C)OC=1C(=NC(=C(C1)N1[C@@H](CN(CC1)C(=O)C1(CCCC1)C(F)(F)F)CC)C(=O)N[C@H]1CNCC1)C=1C=NC=CC1 ethoxy-5-[(2R)-2-ethyl-4-[1-(trifluoromethyl)cyclopentanecarbonyl]piperazin-1-yl]-N-[(3R)-pyrrolidin-3-yl]-[2,3'-bipyridine]-6-carboxamide